(2S,3S,5S,6S,7S,8S)-4-((S*)-6-(2-chloro-3,4-difluorophenyl)-5-(ethoxycarbonyl)-2-(thiazol-2-yl)-3,6-dihydropyrimidin-4-yl)cubane-1-carboxylic acid ClC1=C(C=CC(=C1F)F)[C@@H]1C(=C(NC(=N1)C=1SC=CN1)C12C3C4C5(C(C14)C2C53)C(=O)O)C(=O)OCC